Ethyl ((6-(2,2'-dichloro-3'-(1,5-dimethyl-4,5,6,7-tetrahydro-1H-imidazo[4,5-c]pyridine-2-carboxamido)-[1,1'-biphenyl]-3-yl)-2-methoxypyridin-3-yl)methyl)-L-alaninate ClC1=C(C=CC=C1C1=CC=C(C(=N1)OC)CN[C@@H](C)C(=O)OCC)C1=C(C(=CC=C1)NC(=O)C=1N(C2=C(CN(CC2)C)N1)C)Cl